N-(Adamantan-1-Yl)-2-((2-(Methylthio)-6-(2,2,2-Trifluoroethoxy)Pyrimidin-4-Yl)Oxy)AceTamide C12(CC3CC(CC(C1)C3)C2)NC(COC2=NC(=NC(=C2)OCC(F)(F)F)SC)=O